2-((3R,5R,6S)-5-(3-chlorophenyl)-6-(4-chlorophenyl)-1-((S)-1-cyclopropyl-2-oxopropyl)-3-methyl-2-oxopiperidin-3-yl)acetic Acid ClC=1C=C(C=CC1)[C@H]1C[C@](C(N([C@@H]1C1=CC=C(C=C1)Cl)[C@H](C(C)=O)C1CC1)=O)(C)CC(=O)O